piperazin-1-carboxylic acid benzyl ester C(C1=CC=CC=C1)OC(=O)N1CCNCC1